1-(thiophen-3-yl)cyclopropanecarboximidamide S1C=C(C=C1)C1(CC1)C(N)=N